2-(Trimethylsilyl)ethyl (3S)-3-(1,4-dimethyl-1H-benzotriazol-5-yl)-3-(7-{[(4-methoxybenzyl)oxy]methyl}-2,3-dihydro-1H-inden-5-yl)propanoate CN1N=NC2=C1C=CC(=C2C)[C@@H](CC(=O)OCC[Si](C)(C)C)C=2C=C1CCCC1=C(C2)COCC2=CC=C(C=C2)OC